[2-(ethylamino)-4-methyl-7-oxo-6h,7h-thieno[2,3-d]pyridazin-6-yl]-N-(pyrimidin-2-yl)acetamide C(C)NC1=CC2=C(C(N(N=C2C)CC(=O)NC2=NC=CC=N2)=O)S1